C(C1=CC=CC=C1)OC1CC(C1)C(=O)C=1C=NC(=CC1Cl)Cl (3-(benzyloxy)cyclobutyl)(4,6-dichloropyridin-3-yl)methanone